N-[2-(1,1-difluoroethyl)pyridin-4-yl]carbamate FC(C)(F)C1=NC=CC(=C1)NC([O-])=O